tricosyl thiodipropionate S(CCC(=O)[O-])CCC(=O)OCCCCCCCCCCCCCCCCCCCCCCC